NC=1N=C(C2=C(N1)CN(C2)C(=O)NCC(C)(F)F)C2=C(C=C(C=C2OCC[C@@](CN2N=CN=C2)(O)C2=C(C=C(C=C2)F)F)Cl)Cl 2-amino-4-(2,4-dichloro-6-((R)-3-(2,4-difluorophenyl)-3-hydroxy-4-(1H-1,2,4-triazol-1-yl)butoxy)phenyl)-N-(2,2-difluoropropyl)-5,7-dihydro-6H-pyrrolo[3,4-d]pyrimidine-6-carboxamide